2-(2-(2,6-dioxopiperidin-3-yl)-1-oxoisoindoline-5-carbonyl)-7-fluoroisoindoline-5-carbonitrile O=C1NC(CCC1N1C(C2=CC=C(C=C2C1)C(=O)N1CC2=C(C=C(C=C2C1)C#N)F)=O)=O